didecylmethyl-[3-(trimethoxysilyl)propyl]ammonium chloride [Cl-].C(CCCCCCCCC)[N+](CCC[Si](OC)(OC)OC)(C)CCCCCCCCCC